[Cl-].C(CCCCCCCCCCC)[N+](C)(CCCCCCCCCCCC)CCCCCCCCCCCC trilauryl-methyl-ammonium chloride